Tris[2-(methylamino)-ethyl]-amin CNCCN(CCNC)CCNC